ClCCC[Si]1(C2=C(C=CC(=C2)N(C)C)C2(OC(C3=CC=CC=C23)=O)C2=C1C=C(C=C2)N(C)C)C (5r,10r)-5-(3-Chloropropyl)-3,7-bis(dimethylamino)-5-methyl-3'H,5H-spiro[dibenzo[b,e]siline-10,1'-isobenzofuran]-3'-one